(2,2,6,6-tetramethyl-4-piperidinyl) butane-1,2,3,4-tetracarboxylate (Tetrakis(2,2,6,6-tetramethyl-4-piperidinyl) butane-1,2,3,4-tetracarboxylate) CC1(NC(CC(C1)C(C(C(C(C(=O)O)(C1CC(NC(C1)(C)C)(C)C)C1CC(NC(C1)(C)C)(C)C)C(=O)O)C(=O)O)(C(=O)O)C1CC(NC(C1)(C)C)(C)C)(C)C)C.C(C(C(CC(=O)O)C(=O)O)C(=O)O)C(=O)OC1CC(NC(C1)(C)C)(C)C